dimethylaminoprop-2-en-1-one CN(C)C(C=C)=O